tert-butyl 3-[6-(2-cyano-3,6-difluoro-phenoxy)-5-methyl-4-oxo-quinazolin-3-yl]-1-oxa-8-azaspiro[4.5]decane-8-carboxylate C(#N)C1=C(OC=2C(=C3C(N(C=NC3=CC2)C2COC3(C2)CCN(CC3)C(=O)OC(C)(C)C)=O)C)C(=CC=C1F)F